OC=C(C(=O)[O-])CCCC Hydroxy-butylacrylat